CN(C)CC1=CC=C(C=C1)C1=CN(C2=NC=C(C=C21)NC(C=C)=O)C N-(3-(4-((dimethylamino)methyl)phenyl)-1-methyl-1H-pyrrolo[2,3-b]pyridin-5-yl)acrylamide